5-(Hexahydrocyclopenta[c]pyrrol-2(1H)-yl)-N,N-dimethylpyrazolo[1,5-a]pyrimidin-3-amine C1N(CC2C1CCC2)C2=NC=1N(C=C2)N=CC1N(C)C